NC1=NC=NN2C1=C(C=C2C=2C=CC(=C(C(=O)N[C@@H]1CN(C[C@@H]1F)C(=O)C1CCOCC1)C2)F)C(F)(F)F 5-[4-amino-5-(trifluoromethyl)pyrrolo[2,1-f][1,2,4]triazin-7-yl]-2-fluoro-N-[(3R,4S)-4-fluoro-1-(oxane-4-carbonyl)pyrrolidin-3-yl]benzamide